2-(((1-(2,2-difluoroethyl)azetidin-3-yl)carbamoyl)oxy)-3-(palmitoyloxy)propyl oleate C(CCCCCCC\C=C/CCCCCCCC)(=O)OCC(COC(CCCCCCCCCCCCCCC)=O)OC(NC1CN(C1)CC(F)F)=O